(4-(benzyl(methyl)amino)piperidin-1-yl)(2,3-dihydro-1H-pyrrolo[3,2-b]pyridin-1-yl)methanone C(C1=CC=CC=C1)N(C1CCN(CC1)C(=O)N1CCC2=NC=CC=C21)C